6-chloro-7-((2-hydroxyethyl)amino)-1-methyl-4-(4-(5-methylbenzo[d]oxazol-2-yl)piperidin-1-yl)-1,5-naphthyridin-2(1H)-one ClC=1N=C2C(=CC(N(C2=CC1NCCO)C)=O)N1CCC(CC1)C=1OC2=C(N1)C=C(C=C2)C